FC=1C=C(C2=C(C=C(C(O2)C(F)(F)F)C(=O)O)C1)C([2H])([2H])O 6-fluoro-8-(hydroxymethyl-d2)-2-trifluoromethyl-2H-benzopyran-3-carboxylic acid